bis(2,6-dimethoxybenzoyl)1-methylpropan COC1=C(C(=O)C(C(C)C(C2=C(C=CC=C2OC)OC)=O)C)C(=CC=C1)OC